1-(4-chlorobenzyl)-1H-benzimidazole-2-carbaldehyde ClC1=CC=C(CN2C(=NC3=C2C=CC=C3)C=O)C=C1